1,3-dihydroxypropan-2-yl-2-((s,1Z,4Z,7Z,10Z)-9-methyl-16-(nitrooxy)hexadeca-1,4,7,10-tetraen-1-yl)cyclopropane-1-carboxylate OCC(CO)OC(=O)C1C(C1)\C=C/C\C=C/C\C=C/[C@H](\C=C/CCCCCO[N+](=O)[O-])C